N-[4-[1-[4-(1,1,2,2,2-pentafluoroeth-oxy)phenyl]-1,2,4-triazol-3-yl]phenyl]carbamate FC(C(F)(F)F)(OC1=CC=C(C=C1)N1N=C(N=C1)C1=CC=C(C=C1)NC([O-])=O)F